C(C)OS(=O)(=O)[O-].C[NH+](C)C N,N,N-trimethylammonium ethyl-sulfate